(5Z)-2-(dimethylamino)-5-[(1-methyl-5-nitro-1H-imidazol-2-yl)methylene]thiazol-4(5H)-one CN(C=1S\C(\C(N1)=O)=C/C=1N(C(=CN1)[N+](=O)[O-])C)C